(R)-N-((S)-1-(6-(((S)-1,1-dimethyl-2,3-dihydro-1H-inden-2-yl)amino)pyridin-3-yl)-2,2,2-trifluoroethyl)-N-methyl-6-oxopiperidine-3-carboxamide CC1([C@H](CC2=CC=CC=C12)NC1=CC=C(C=N1)[C@@H](C(F)(F)F)N(C(=O)[C@H]1CNC(CC1)=O)C)C